O[C@H](COC1=NC(=CC=C1)N1CCOCC1)C 2-((S)-2-hydroxypropoxy)-6-morpholinopyridin